(2S,5S)-3-Fluoro-2-(4-Fluorophenyl)-5-methyl-piperidine FC1[C@@H](NC[C@H](C1)C)C1=CC=C(C=C1)F